OCC1C(C2=CC(=CC=C2C1)C)O 2-(Hydroxymethyl)-6-methyl-2,3-dihydro-1H-inden-1-ol